CN(CCNC(=O)C=1N(C2=CC(=CC=C2C1)NC1=CC(=NC=C1)OC)CC(=O)C1=CC=C(C=C1)OC)C N-(2-(dimethylamino)ethyl)-1-(2-(4-methoxyphenyl)-2-oxoethyl)-6-((2-methoxypyridin-4-yl)amino)-1H-indole-2-carboxamide